N-[5-(4-cyanophenyl)-2-pyridyl]-2-[3,5-dimethyl-4-[2-(trifluoromethyl)-4-pyridyl]pyrazol-1-yl]acetamide C(#N)C1=CC=C(C=C1)C=1C=CC(=NC1)NC(CN1N=C(C(=C1C)C1=CC(=NC=C1)C(F)(F)F)C)=O